(R)-1-(2-chloropyridin-3-yl)ethyl (4-(5-((tert-butoxycarbonyl)amino)pyrazin-2-yl)-1-methyl-1H-1,2,3-triazol-5-yl)carbamate C(C)(C)(C)OC(=O)NC=1N=CC(=NC1)C=1N=NN(C1NC(O[C@H](C)C=1C(=NC=CC1)Cl)=O)C